N1N=C(C=C1)CN1C(C2=CC=C(C=C2C=N1)S(=O)(=O)C=1C=C2C=CN(C2=CC1)C)=O 2-((1H-pyrazol-3-yl)methyl)-6-((1-methyl-1H-indol-5-yl)sulfonyl)phthalazin-1(2H)-one